di(3-butenyl)phosphinic acid 2-propynyl ester C(C#C)OP(=O)(CCC=C)CCC=C